O=C1NC(CCC1N1C(C2=CC=C(C=C2C1)N1CCN(CC1)CC1CCN(CC1)CC(=O)O)=O)=O 2-(4-((4-(2-(2,6-dioxopiperidin-3-yl)-1-oxoisoindolin-5-yl)piperazin-1-yl)methyl)piperidin-1-yl)acetic acid